2-(5-(2-amino-3-methoxypyridin-4-yl)pyrazin-2-yl)propan-2-ol NC1=NC=CC(=C1OC)C=1N=CC(=NC1)C(C)(C)O